N1(CCCC1)CC=CC(=O)N 4-(pyrrolidin-1-yl)but-2-enamide